BrC=1C(=C(C=CC1)CCNC(C(F)(F)F)=O)F N-[2-(3-bromo-2-fluoro-phenyl)ethyl]-2,2,2-trifluoro-acetamide